CN1C(NC(C1=O)CC=1C=NC2=CC=CC=C2C1)=O 3-methyl-5-(quinolin-3-ylmethyl)imidazolidine-2,4-dione